P(=O)(OCC1=CC=CC=C1)(OCC1=CC=CC=C1)OC([C@H](C)O[Si](C)(C)C(C)(C)C)CC dibenzyl ((2S)-2-((tert-butyldimethylsilyl)oxy)pentan-3-yl) phosphate